6-amino-4-((3-chloro-4-((6-methylpyridin-2-yl)methoxy)phenyl)amino)-7-ethoxyquinoline-3-carbonitrile NC=1C=C2C(=C(C=NC2=CC1OCC)C#N)NC1=CC(=C(C=C1)OCC1=NC(=CC=C1)C)Cl